3,5-dibromo-6-chloropyridin-2-amine BrC=1C(=NC(=C(C1)Br)Cl)N